(10s)-xylene C=1(C(=CC=CC1)C)C